1-(3-(benzyloxy)cyclobutyl)-8-(1-methyl-1H-pyrazol-4-yl)-3-tosyl-3H-pyrrolo[2,3-c]isoquinoline C(C1=CC=CC=C1)OC1CC(C1)C1=CN(C=2N=CC=3C=CC(=CC3C21)C=2C=NN(C2)C)S(=O)(=O)C2=CC=C(C)C=C2